ClC=1C=C(C=CC1)C(CO)N1C(C2=CC(=CC=C2C1)C1=NC(=NC=C1)S(=O)(=O)C)=O 2-(1-(3-chlorophenyl)-2-hydroxyethyl)-6-(2-(methylsulfonyl)pyrimidin-4-yl)isoindolin-1-one